2-allyl-6-((1-methyl-1H-indazol-6-yl)amino)-1-(6-(piperidin-4-yloxy)pyridin-2-yl)-1,2-dihydro-3H-pyrazolo[3,4-d]pyrimidin-3-one C(C=C)N1N(C2=NC(=NC=C2C1=O)NC1=CC=C2C=NN(C2=C1)C)C1=NC(=CC=C1)OC1CCNCC1